FC=1C=C2C(=NN=C(C2=CC1N1CCOCC1)NC(C)C1=C(C(=CC=C1)C(F)(F)F)C)C 6-fluoro-4-methyl-N-(1-(2-methyl-3-(trifluoromethyl)phenyl)ethyl)-7-morpholinophthalazin-1-amine